NC1=C(C=NN1C1CCOCC1)C(=O)N1C[C@@]2(CCC1)C1=C(NC(O2)=O)C=CC(=C1F)Cl (R)-1'-(5-Amino-1-(tetrahydro-2H-pyran-4-yl)-1H-pyrazole-4-carbonyl)-6-chloro-5-fluorospiro[benzo[d][1,3]oxazine-4,3'-piperidin]-2(1H)-one